5,5-Dimethyl-3-morpholine-4-yl-11-oxo-6,11-dihydro-5H-pyrido[4,3-b]carbazole-8-carbonitrile CC1(C2=C(C(C=3C=4C=CC(=CC4NC13)C#N)=O)C=NC(=C2)N2CCOCC2)C